BrC1=CC=C(C=C1)NC(=O)C1=NN(C=C1)CC N-(4-bromophenyl)-1-ethyl-1H-pyrazole-3-carboxamide